2-[[7-(4-cyanophenyl)-2-methylbenzo[d]thiazol-6-yl]thio]-2-methylpropanoic acid C(#N)C1=CC=C(C=C1)C1=C(C=CC=2N=C(SC21)C)SC(C(=O)O)(C)C